ClC(C(=O)NC1=CC=C(C=C1)Cl)CCC chloro-N-(4-chlorophenyl)pentanamide